2-(4-chloro-3-fluoro-phenoxy)-N-[1-[[[2-trans-(trifluoromethoxymethyl)cyclopropanecarbonyl]amino]carbamoyl]-3-bicyclo[1.1.1]pentanyl]acetamide ClC1=C(C=C(OCC(=O)NC23CC(C2)(C3)C(NNC(=O)C3(CC3)COC(F)(F)F)=O)C=C1)F